C(CCCCCC=C)OCC1OCOC1 4-[(7-octen-1-yloxy)methyl]-1,3-dioxolane